N-(3-cyanooxetan-3-yl)-1-((2,4-dimethylthiazol-5-yl)methyl)-3-((2-methylthiazol-5-yl)methyl)-2,4-dioxo-1,2,3,4-tetrahydroquinazoline-6-sulfonamide C(#N)C1(COC1)NS(=O)(=O)C=1C=C2C(N(C(N(C2=CC1)CC1=C(N=C(S1)C)C)=O)CC1=CN=C(S1)C)=O